[18F]AZAN CN1[C@H]2CC[C@@H]1[C@H](C2)C3=CN=CC(=C3)C4=NC(=CC=C4)[18F]